FC=1C=2N(C=C(C1)NC(=O)C1=CC=C(C=3C=C(OC31)C)N3CC(N(CC3)C(=O)OC(C)(C)C)C)C=C(N2)C tert-butyl 4-[7-({8-fluoro-2-methylimidazo[1,2-a]pyridin-6-yl}carbamoyl)-2-methyl-1-benzofuran-4-yl]-2-methylpiperazine-1-carboxylate